[NH+]1=CC=CC=C1.CC1=C(C(=CC(=C1)C)C)S(=O)(=O)[O-] 2,4,6-trimethylbenzenesulfonate pyridinium salt